OC=1C(=C2C(N(C=NC2=CC1)C1COC2(C1)CCN(CC2)C(=O)OC(C)(C)C)=O)C.C(CCCCCCCCCCCCCCC)[SiH2]O[SiH2]O[SiH2]O[SiH2]O[SiH2]O[SiH2]O[SiH3] hexadecyl heptasiloxane tert-butyl 3-(6-hydroxy-5-methyl-4-oxo-quinazolin-3-yl)-1-oxa-8-azaspiro[4.5]decane-8-carboxylate